FC(OC1=C(C=C(C=C1)SC)C1=NN(C=C1NC(=O)C=1C=NN2C1N=CC=C2)CC(=O)N2CCC(CC2)N(C)CC2OCCO2)F N-[3-[2-(difluoromethoxy)-5-methylsulfanyl-phenyl]-1-[2-[4-[1,3-dioxolan-2-ylmethyl(methyl)amino]-1-piperidyl]-2-oxo-ethyl]pyrazol-4-yl]pyrazolo[1,5-a]pyrimidine-3-carboxamide